1-(5-(((2S,4R)-1-(((R)-3,3-difluorocyclopentyl)methyl)-2-methylpiperidin-4-yl)methyl)pyrazolo[1,5-a]pyridin-3-yl)dihydropyrimidine-2,4(1H,3H)-dione FC1(C[C@@H](CC1)CN1[C@H](C[C@@H](CC1)CC1=CC=2N(C=C1)N=CC2N2C(NC(CC2)=O)=O)C)F